C(C)(C)(C)OC(=O)N1CC(C1)(F)COC(=O)N1CCC(CC1)NC1=CC(=NC=2N1N=CC2C(C)C)C2CCOCC2 4-((3-isopropyl-5-(tetrahydro-2H-pyran-4-yl)pyrazolo[1,5-a]pyrimidin-7-yl)amino)piperidine-1-carboxylic acid (1-(tert-butoxycarbonyl)-3-fluoroazetidine-3-yl)methyl ester